C(C1=CC=CC=C1)SCCCCCCCCCCCCNC 12-(benzylthio)-N-methyldodecan-1-amine